C(C)(C)(C)OC(CCC1=CC(=CC=C1)Br)=O.NC=1N=C2C(=NC1CS(=O)(=O)N)N(C(=N2)C2=NC(=CC=C2)OCC)C2=C(C=CC=C2OC)OC (5-amino-1-(2,6-dimethoxyphenyl)-2-(6-ethoxypyridin-2-yl)-1H-imidazo[4,5-b]pyrazin-6-yl)methanesulfonamide tert-butyl-3-(3-bromophenyl)propionate